(7S)-2-[4-(2-methylphenoxy)phenyl]-7-(piperazin-1-yl)-4,5,6,7-tetrahydro-2H-pyrazolo[4,3-b]pyridine-3-carboxamide CC1=C(OC2=CC=C(C=C2)N2N=C3C(NCC[C@@H]3N3CCNCC3)=C2C(=O)N)C=CC=C1